N-cyclopropyl-3-(difluoromethyl)-N-(2-ethylbenzyl)-1-methyl-1H-pyrazole-4-carboxamide C1(CC1)N(C(=O)C=1C(=NN(C1)C)C(F)F)CC1=C(C=CC=C1)CC